2-(6-acetyl-4-amino-9H-pyrimido[4,5-b]indol-9-yl)acetic acid C(C)(=O)C=1C=C2C3=C(N(C2=CC1)CC(=O)O)N=CN=C3N